C(C)(=O)C1=NN(C2=CC=C(C=C12)C=1C=NC=2N(C1)N=C(C2)C)CC(=O)N2[C@@H](C[C@H](C2)F)C(=O)NC2=NN(C=C2)CC(F)(F)F (2S,4R)-1-(2-(3-acetyl-5-(2-methylpyrazolo[1,5-a]pyrimidin-6-yl)-1H-indazol-1-yl)acetyl)-4-fluoro-N-(1-(2,2,2-trifluoroethyl)-1H-pyrazol-3-yl)pyrrolidine-2-carboxamide